(3R)-3-(4-chlorophenyl)-2-[(1S)-1-(5-chloropyridin-2-yl)prop-2-en-1-yl]-4-fluoro-3-[(1-hydroxycyclopropyl)methoxy]-6-(2-hydroxypropan-2-yl)-2,3-dihydro-1H-isoindol-1-one ClC1=CC=C(C=C1)[C@@]1(N(C(C2=CC(=CC(=C12)F)C(C)(C)O)=O)[C@@H](C=C)C1=NC=C(C=C1)Cl)OCC1(CC1)O